4-(3-chloro-6-(difluoromethyl)-2-fluorophenyl)-6-((4-methoxybenzyl)oxy)-2-(methylsulfonyl)pyrimidine indium (III) [In+3].ClC=1C(=C(C(=CC1)C(F)F)C1=NC(=NC(=C1)OCC1=CC=C(C=C1)OC)S(=O)(=O)C)F